5-chloro-4-((2-(methylsulfonyl)phenyl)amino)pyrimidine ClC=1C(=NC=NC1)NC1=C(C=CC=C1)S(=O)(=O)C